CC1(CC2=NN=C(N2C1)C1=CC=CC(=N1)N1CC=2C(=NC(=CC2C1=O)N(C)C(C)C)COC(NC)=O)C ((2-(6-(6,6-Dimethyl-6,7-dihydro-5H-pyrrolo[2,1-c][1,2,4]triazol-3-yl)pyridine-2-yl)-6-(isopropyl(methyl)amino)-1-oxo-2,3-dihydro-1H-pyrrolo[3,4-c]pyridin-4-yl)methyl)(Methyl)carbamate